(2-aminothiazol-4-yl)(7-(4-(trifluoromethyl)phenoxy)-3,4-dihydroisoquinolin-2(1H)-yl)methanone NC=1SC=C(N1)C(=O)N1CC2=CC(=CC=C2CC1)OC1=CC=C(C=C1)C(F)(F)F